4-((2r,3s,4s,5r)-3-(3,4-difluoro-2-((1-methylazetidin-3-yl)oxy)phenyl)-4,5-dimethyl-5-(trifluoromethyl)tetrahydrofuran-2-carboxamido)pyridine FC=1C(=C(C=CC1F)[C@H]1[C@@H](O[C@]([C@H]1C)(C(F)(F)F)C)C(=O)NC1=CC=NC=C1)OC1CN(C1)C